(S)-3-((4-((4-methoxy-3-methylphenyl)sulfonamido)naphthalen-1-yl)(prop-2-yn-1-yl)amino)butanoic acid COC1=C(C=C(C=C1)S(=O)(=O)NC1=CC=C(C2=CC=CC=C12)N([C@H](CC(=O)O)C)CC#C)C